N-(1-Cyanocyclopropyl)-9-(5-(difluoromethyl)-1,3,4-thiadiazol-2-yl)-4-((2S)-1-isobutyryl-2-methylpiperidin-4-yl)-9H-pyrimido[4,5-b]indole-7-sulfonamide C(#N)C1(CC1)NS(=O)(=O)C1=CC=C2C3=C(N(C2=C1)C=1SC(=NN1)C(F)F)N=CN=C3C3C[C@@H](N(CC3)C(C(C)C)=O)C